C(#N)C1=CC(=C(CN2C(N(C3=C2C=CC=C3)CC3CCN(CC3)CC3=NC2=C(N3C[C@H]3OCC3)C=C(C=C2)C(=O)OC)=O)C=C1)F methyl (S)-2-((4-((3-(4-cyano-2-fluorobenzyl)-2-oxo-2,3-dihydro-1H-benzo[d]imidazol-1-yl) methyl) piperidin-1-yl) methyl)-1-(oxetan-2-ylmethyl)-1H-benzo[d]imidazole-6-carboxylate